C(C)(C)N(CCC1=CC=C(CSC2=C3CN(C(C3=CC=C2)=O)C2C(NC(CC2)=O)=O)C=C1)C(C)C 3-(4-((4-(2-(diisopropylamino)ethyl)benzyl)thio)-1-oxoisoindolin-2-yl)piperidine-2,6-dione